C(C)(C)N(C1=CC2=C(C(=N1)CN(C(=O)OC(CC)N)C)CN(C2=O)C2=NC(=CC=C2)C2=NN=C(N2C2=CC=CC=C2)C)C aminopropan-1-ol ((6-(isopropyl(methyl)amino)-2-(6-(5-Methyl-4-phenyl-4H-1,2,4-triazol-3-yl)pyridin-2-yl)-1-oxo-2,3-dihydro-1H-pyrrolo[3,4-c]pyridin-4-yl)methyl)(methyl)carbamate